C(C)(C)(C)OC(=O)N1CCC2(CC=3N(N=C(C3)O)C2)CC1 hydroxy-4'H,6'H-spiro[piperidine-4,5'-pyrrolo[1,2-b]pyrazole]-1-carboxylic acid tert-butyl ester